(S)-N-((S)-1-amino-1-oxopropan-2-yl)-3-((S)-sec-butyl)-2-oxo-1,2,3,5-tetrahydro-4H-benzo[e][1,4]diazepine-4-carboxamide NC([C@H](C)NC(=O)N1[C@H](C(NC2=C(C1)C=CC=C2)=O)[C@@H](C)CC)=O